C(C(C)C)(=O)C1=CC(=C(COC2=CC=CC(=N2)C2CCN(CC2)CC2=NC3=C(N2C[C@H]2OCC2)C=C(C=C3)C(=O)O)C=C1)OC (S)-2-((4-(6-((4-isobutyryl-2-methoxybenzyl)oxy)pyridine-2-yl)piperidin-1-yl)methyl)-1-(oxetan-2-ylmethyl)-1H-benzo[d]imidazole-6-carboxylic acid